ClC1=C(N(C(C2=C(C=CC=C12)C1=C2C=NN(C2=CC=C1)C)=O)C1=CC=CC=C1)[C@H](C)NC=1C2=C(N=CN1)NC=CC2=O (S)-4-((1-(4-chloro-8-(1-methyl-1H-indazol-4-yl)-1-oxo-2-phenyl-1,2-dihydroisoquinolin-3-yl)ethyl)amino)pyrido[2,3-d]pyrimidin-5(8H)-one